7-(((2-((2-(Diethylamino)ethyl)(ethyl)amino)ethoxy)carbonyl)oxy)tridecane-1,13-diylbis(2-hexyloctanoate) C(C)N(CCN(CCOC(=O)OC(CCCCCCC(C(=O)[O-])(CCCCCC)CCCCCC)CCCCCCC(C(=O)[O-])(CCCCCC)CCCCCC)CC)CC